BrC1=NC(=NC=C1)OCC1=CC=C(C=C1)F 4-bromo-2-((4-fluorobenzyl)oxy)pyrimidine